ClC=1C=C2C=C(NC2=C(C1O)Cl)CNC(=O)C1(CC1)C N-((5,7-dichloro-6-hydroxy-1H-indol-2-yl)methyl)-1-methylcyclopropane-1-carboxamide